(R)-6-(3,5-dimethyl-1-(piperidin-4-yl)-1H-pyrazol-4-yl)-4-(1-(pyridin-2-yl)ethoxy)pyrazolo[1,5-a]pyridine-3-carbonitrile CC1=NN(C(=C1C=1C=C(C=2N(C1)N=CC2C#N)O[C@H](C)C2=NC=CC=C2)C)C2CCNCC2